methyl (S)-5-(1-(tert-butoxycarbonyl)pyrrolidine-3-carboxamido)picolinate C(C)(C)(C)OC(=O)N1C[C@H](CC1)C(=O)NC=1C=CC(=NC1)C(=O)OC